BrC=1C=C(C(N(C1)C)=O)C 5-bromo-1,3-dimethyl-2-pyridone